FC(CO)COC1=NN(C(=C1[N+](=O)[O-])C)C1CCC(CC1)OC 2-fluoro-3-((1-((1r,4r)-4-meth-oxycyclohexyl)-5-methyl-4-nitro-1H-pyrazol-3-yl)oxy)propan-1-ol